methyl 2-(6-bromo-4-(hydroxymethyl)-1-oxophthalazin-2(1H)-yl)acetate BrC=1C=C2C(=NN(C(C2=CC1)=O)CC(=O)OC)CO